ClC=1C(=NC(=NC1)NC1=CC=C(C=C1)N1N=CC(=C1)N1CCN(CC1)C)NC1=C(C=CC=C1)P(=O)(C)C 5-chloro-N4-(2-Dimethylphosphorylphenyl)-N2-[4-[4-(4-methylpiperazin-1-yl)pyrazol-1-yl]phenyl]pyrimidine-2,4-diamine